[6-[5-(1-aminoethyl)-3-(difluoromethyl)-1,2,4-triazol-1-yl]-3-pyridinyl]-morpholino-methanone NC(C)C1=NC(=NN1C1=CC=C(C=N1)C(=O)N1CCOCC1)C(F)F